OC1CC(C1)C1=NC(=NO1)[C@@H]1C([C@H]1C1=CC=C(C=C1)S(=O)(=O)N)(C)C 4-{(1S,3S)-3-[5-(3-hydroxycyclobutyl)-1,2,4-oxadiazol-3-yl]-2,2-dimethylcyclopropyl}benzenesulfonamide